sulfhydryl-zinc oxide [O-2].S[Zn+2]